C(C)(C)(C)OC(=O)N1CCN(CC1)C1=C(C=CC=C1)NCCC1=CC=CC=C1 4-(2-(Phenethylamino)phenyl)piperazine-1-carboxylic acid tert-butyl ester